BrCC(=O)N[C@@H]1CC[C@H](CC1)NC1=NC=C(C(=N1)C1CN(CCC1)C(=O)C1CC1)F trans-2-bromo-N-(4-((4-(1-(cyclopropanecarbonyl)piperidin-3-yl)-5-fluoropyrimidin-2-yl)amino)cyclohexyl)acetamide